CN1N=CC=C1C=1C=C(C=NC1)N1N=C(C=CC1=O)C(=O)O 1-[5-(2-Methylpyrazol-3-yl)-3-pyridyl]-6-oxo-pyridazine-3-carboxylic acid